COC1=C(C=CC=C1)C1=C(C(=O)NC2=NN=C(S2)OC2CCN(CC2)C(=O)OC(C)(C)C)C=CN=C1 tert-butyl 4-((5-(3-(2-methoxyphenyl) isonicotinamido)-1,3,4-thiadiazol-2-yl)oxy)piperidine-1-carboxylate